CC(CO)CCCC 2-methylhexan-1-ol